(2-chloro-4-(3,6-dihydro-2H-pyran-4-yl)thieno[3,2-d]pyrimidin-6-yl)methanol ClC=1N=C(C2=C(N1)C=C(S2)CO)C=2CCOCC2